CN1C(C2=C(C1=O)SC=1C(N(C(C1S2)=O)C)=O)=O 2,6-dimethyl-1H,5H-[1,4]dithiino[2,3-c:5,6-c']dipyrrol-1,3,5,7(2H,6H)-tetrone